CC(CN1N=CC(=C1)C=1C=CC(=NC1C1=CC=C2C=CC=NC2=C1)C#N)C 5-[1-(2-methylpropyl)-1H-pyrazol-4-yl]-6-quinolin-7-ylpyridine-2-carbonitrile